C(C=C)[C@@]1(O)[C@H](O)[C@H](O)[C@H](O)[C@H](O1)CO allyl-alpha-D-allose